2-(4-methylphenyl)sulfinylethyl 2-[1-[(2,3-difluorophenyl)methyl]-5-oxopyrrolidin-2-yl]acetat FC1=C(C=CC=C1F)CN1C(CCC1=O)CC(=O)OCCS(=O)C1=CC=C(C=C1)C